(S)-3-(3-chloro-4-fluorophenyl)-1-(8,9-difluoro-6-oxo-1,4,5,6-tetrahydro-2H-pyrano[3,4-c]isoquinolin-1-yl)-1-(2-(methylsulfonyl)ethyl)urea ClC=1C=C(C=CC1F)NC(N(CCS(=O)(=O)C)[C@@H]1COCC=2NC(C=3C=C(C(=CC3C21)F)F)=O)=O